C(C(C)C)[Al](CCCCCCCCCCC=C)CC(C)C.[S].[Li] lithium sulfur diisobutyl-(dodec-11-en-1-yl)aluminum